FC1=C(CN(C(OCC)=O)C=2SC(=C(C2C(NC=2N=NC(=CC2)OC)=O)CN(C)C)C2=CC=C(C=C2)[N+](=O)[O-])C(=CC=C1)F ethyl (2,6-difluorobenzyl)-[4-dimethylaminomethyl-3-(6-methoxypyridazin-3-ylcarbamoyl)-5-(4-nitrophenyl)thiophen-2-yl]carbamate